ClC1=C(C=CC(=C1)OC1=C(C=CC=C1)F)C(=O)C1=CNC2=NC=C(C(=C21)N[C@H]2CO[C@@H](CC2)CO)OCC (2-chloro-4-(2-fluorophenoxy)phenyl)(5-ethoxy-4-(((3R,6S)-6-(hydroxymethyl)tetrahydro-2H-pyran-3-yl)amino)-1H-pyrrolo[2,3-b]pyridin-3-yl)methanone